CC=1C=C2C(=NC1)N(C=N2)C=2C=C(C=CC2)C 6-methyl-3-(m-tolyl)-3H-imidazo[4,5-b]pyridine